2,4-Difluoro-N-(2-methoxy-5-(8-(piperazin-1-yl)quinolin-2-yl)pyridin-3-yl)benzenesulfonamide FC1=C(C=CC(=C1)F)S(=O)(=O)NC=1C(=NC=C(C1)C1=NC2=C(C=CC=C2C=C1)N1CCNCC1)OC